(9-(4-fluorophenyl)-6-oxaspiro[4.5]decan-8-yl)methyl-1-(3-methoxythiophen-2-yl)methylamine FC1=CC=C(C=C1)C1C(COC2(CCCC2)C1)CNCC=1SC=CC1OC